(8-trans)-8-(2-cyclopropylmethoxy-4-trifluoromethylphenoxy)-3-(6-trifluoromethyl-pyridazin-3-yl)-3-azabicyclo[3.2.1]octane C1(CC1)COC1=C(OC2C3CN(CC2CC3)C=3N=NC(=CC3)C(F)(F)F)C=CC(=C1)C(F)(F)F